6-bromo-N-(2-((1s,3s,5s)-3-cyano-2-azabicyclo[3.1.0]hex-2-yl)-2-oxoethyl)-2-methylquinoline-4-carboxamide BrC=1C=C2C(=CC(=NC2=CC1)C)C(=O)NCC(=O)N1[C@H]2C[C@H]2C[C@H]1C#N